BrC1=NC=2N(C=C1)N=C(C2F)Cl 5-bromo-2-chloro-3-fluoropyrazolo[1,5-a]pyrimidine